BrC1=CC=C(C(=C1C1=NN=CN1C)F)F 3-(6-Bromo-2,3-difluorophenyl)-4-methyl-4H-1,2,4-triazole